S1C(=NC2=C1C=CC=C2)NC2=C(C=C(N=N2)N(C=2SC(=C(N2)C(=O)OCC)C2CN(C2)C)C)C ethyl 2-({6-[(1,3-benzothiazol-2-yl) amino]-5-methylpyridazin-3-yl} (methyl) amino)-5-(1-methylazetidin-3-yl)-1,3-thiazole-4-carboxylate